C(C)(C)N1C=CC=2C(=NC(=CC21)NC=2SC(=CN2)C)OC[C@@H]2N(C[C@H](C2)OC)C(C=C)=O 1-((2R,4S)-2-(((1-isopropyl-6-((5-methylthiazol-2-yl)amino)-1H-pyrrolo[3,2-c]pyridin-4-yl)oxy)methyl)-4-methoxypyrrolidin-1-yl)prop-2-en-1-one